C(CCCCCCC(CCCCCCCCC)C(=O)[O-])C(=O)[O-] 1,8-heptadecanedicarboxylate